C1(=CC=CC=C1)CC1(C(OB(O1)C1C=C(C=C1)F)(C)C)C Phenyl-2-(3-fluorocyclopenta-2,4-dien-1-yl)-4,4,5,5-tetramethyl-1,3,2-dioxaborolane